6-amino-2-fluoro-4-(6-(6-((6-methoxypyridin-3-yl)methyl)-3,6-diazabicyclo[3.1.1]heptan-3-yl)pyridin-3-yl)pyrazolo[1,5-a]pyridine-3-carbaldehyde NC=1C=C(C=2N(C1)N=C(C2C=O)F)C=2C=NC(=CC2)N2CC1N(C(C2)C1)CC=1C=NC(=CC1)OC